BrC1=CC2=C(N=C3N(C2=N)C=CC(=C3)C)N=C1 3-bromo-9-methyl-5H-dipyrido[1,2-a:2',3'-d]pyrimidin-5-imine